FC=1C=C2C=CNC2=CC1C(F)(F)F 5-fluoro-6-(trifluoromethyl)-1H-indole